C(C)OC(=O)C1C(C2=CC=CC(=C2C1)Cl)N 2-trans-1-amino-4-chloro-2,3-dihydro-1H-indene-2-carboxylic acid ethyl ester